BrC1=CC=C(C=C1)/C(/C(=O)OCC)=C\N(C)C ethyl (E)-2-(4-bromophenyl)-3-(dimethylamino)acrylate